2-[6-(3-trifluoromethanesulfonyl-benzyl)-2-azaspiro[3.3]heptane-2-carbonyl]-7-oxa-2,5-diazaspiro[3.4]octan-6-one FC(S(=O)(=O)C=1C=C(CC2CC3(CN(C3)C(=O)N3CC4(C3)NC(OC4)=O)C2)C=CC1)(F)F